C12CN(CC2C1)C1=CC=C(C(=N1)C)CN1N=C(C(=C1)C(=O)O)CC#N 1-[(6-{3-azabicyclo[3.1.0]hexan-3-yl}-2-methylpyridin-3-yl)methyl]-3-(cyanomethyl)-1H-pyrazole-4-carboxylic acid